NC1=NC=CC=C1C1=NC=2C(=NC(=CC2)N2N=CC=C2)N1C=1C=C2CC[C@@H](C2=CC1)NC(C1=C(C=C(C(=C1)C=O)NS(=O)(=O)C)F)=O N-[(1S)-5-[2-(2-aminopyridin-3-yl)-5-(pyrazol-1-yl)imidazo[4,5-b]pyridin-3-yl]-2,3-dihydro-1H-inden-1-yl]-2-fluoro-5-formyl-4-methanesulfonamidobenzamide